4,5-dichloroThiophene-2-sulfonamide ClC=1C=C(SC1Cl)S(=O)(=O)N